N(=[N+]=[N-])[C@H](C(=O)N(CCCCCC)[C@H](C[C@@H](NC(C)=O)C=1SC=C(N1)C(=O)OCC)C(C)C)[C@H](CC)C Ethyl 2-[(1R,3R)-3-[(2S,3S)-2-azido-N-hexyl-3-methylpentanamido]-1-acetamido-4-methylpentyl]-1,3-thiazole-4-carboxylate